trimethoxymethyl-benzene COC(OC)(OC)C1=CC=CC=C1